5-(4-(2,4-difluorobenzyloxy)-3-bromo-6-methyl-2-oxopyridin-1(2H)-yl)-4-methylpyrimidine-2-carbonitrile FC1=C(COC2=C(C(N(C(=C2)C)C=2C(=NC(=NC2)C#N)C)=O)Br)C=CC(=C1)F